ON(C(=O)N)CO hydroxymethylolurea